C(#N)C1=CC=C(C=C1)C(C(=O)OCC)N1CCN(CC1)C ethyl 2-(4-cyanophenyl)-2-(4-methylpiperazin-1-yl)acetate